NC1=CC(=NN1)C=1CCS(CC1)(=O)=O 4-(5-amino-1H-pyrazol-3-yl)-3,6-dihydro-2H-thiopyran 1,1-dioxide